(1,4-diazabicyclo[3.2.2]nonan-4-yl)(3-(4-fluorophenyl)-5-hydroxy-5,6-dihydrocyclopenta[c]pyrazol-1(4H)-yl)methanone N12CCN(C(CC1)CC2)C(=O)N2N=C(C1=C2CC(C1)O)C1=CC=C(C=C1)F